N-(2-((1S,3S,5S)-3-Cyano-2-azabicyclo[3.1.0]hexan-2-yl)-2-oxoethyl)-6-(trifluoromethyl)quinoline-4-carboxamide C(#N)[C@H]1N([C@H]2C[C@H]2C1)C(CNC(=O)C1=CC=NC2=CC=C(C=C12)C(F)(F)F)=O